C12CNCC(CC1)N2C2=NN1C(CN(CC1)C(CC1CCC(CC1)(F)F)=O)=C2 1-(2-(3,8-diazabicyclo[3.2.1]octan-8-yl)-6,7-dihydropyrazolo[1,5-a]pyrazin-5(4H)-yl)-2-(4,4-difluorocyclohexyl)ethan-1-one